CC(=CCC/C(=C/CC/C(=C/CC/C(=C/COC[C@@H](COP(=O)([O-])[O-])O)/C)/C)/C)C The molecule is dianion of sn-3-O-(geranylgeranyl)glycerol 1-phosphate arising from deprotonation of the phosphate OH groups. It is a conjugate base of a sn-3-O-(geranylgeranyl)glycerol 1-phosphate.